ClC1=CC(=C(CO[C@@H]2C[C@H](C2)C(=O)NCC2=C(C(=C(C=C2)C(F)(F)F)C=2NC(C=C(N2)C)=O)F)C=C1)F trans-3-[(4-chloro-2-fluorobenzyl)oxy]-N-[2-fluoro-3-(4-methyl-6-oxo-1,6-dihydropyrimidin-2-yl)-4-(trifluoromethyl)benzyl]cyclobutane-1-carboxamide